BrC1=CC=C2C(=NC(=NN21)F)N c-7-bromo-2-fluoropyrrolo[2,1-f][1,2,4]triazin-4-amine